C(C)(=O)OC1(CC2=CC(=C(C=C2C1)F)F)C(=O)OCC ethyl 2-acetoxy-5,6-difluoro-2,3-dihydro-1H-indene-2-carboxylate